3-methyl-5-(4,4,5-trimethyl-1,3,2-dioxaborolan-2-yl)-1,3-benzoxazol-2-one CN1C(OC2=C1C=C(C=C2)B2OC(C(O2)(C)C)C)=O